1H,3H,5H-oxazolo[3,4-c]oxazol C1C=2N(CO1)COC2